5-amino-N-(2,2-difluorobenzo[d][1,3]dioxol-5-yl)-2-methoxyisonicotinamide NC1=CN=C(C=C1C(=O)NC1=CC2=C(OC(O2)(F)F)C=C1)OC